C(C)OC(CCC(=O)C1=NC(=CC(=C1O)C#N)CC1=C(C=CC=C1C)F)=O 4-[4-Cyano-6-(2-fluoro-6-methyl-benzyl)-3-hydroxy-pyridin-2-yl]-4-oxo-butyric acid ethyl ester